1-(2-((2-bromophenyl)oxy)-6-hydroxyphenyl)ethan-1-one BrC1=C(C=CC=C1)OC1=C(C(=CC=C1)O)C(C)=O